C1(CCC1)OC1=C2CC[C@@H](N(C2=CC=C1C=1C=NN(C1)C1[C@@H](NC1)C)C(=O)OC)C methyl (2S)-5-cyclobutoxy-2-methyl-6-{1-[(2S)-2-methylazetidin-3-yl]-1H-pyrazol-4-yl}-1,2,3,4-tetrahydroquinoline-1-carboxylate